C(C=C)(=O)OC(CC(C)N=C=O)OC(C=C)=O 1-(bisacryloxyethyl)ethyl isocyanate